bisphosphate-adenosine [C@@H]1([C@H](O)[C@H](O)[C@@H](CO)O1)N1C=NC=2C(N)=NC=NC12.P(=O)(O)(O)O.P(=O)(O)(O)O